4,6-di(pyridin-4-yl)isophthalic acid N1=CC=C(C=C1)C1=C(C=C(C(=O)O)C(=C1)C1=CC=NC=C1)C(=O)O